CN(C1=CC=C(CN(C(OCCN2C(CN(C(C2)=O)CCOC(N(CC2=CC(=CC=C2)OC)CC2=CC=C(C=C2)N(C)C)=O)=O)=O)CC2=CC(=CC=C2)OC)C=C1)C (2,5-dioxopiperazine-1,4-diyl)bis(ethane-2,1-diyl) bis(4-(dimethylamino)benzyl (3-methoxybenzyl)carbamate)